1-{[(9H-Fluoren-9-ylmethyl)oxy]carbonyl}hexahydropyridine-4-carboxylic acid C1=CC=CC=2C3=CC=CC=C3C(C12)COC(=O)N1CCC(CC1)C(=O)O